F[C@H]1CN(CC[C@H]1OC)C1=NC=CC(=N1)NC=1N=CC2=C(C=CC(=C2C1)[C@H]1[C@@H](COC1)NC(C#CC)=O)N1CC(C1)CS(=O)(=O)C N-((3S,4S)-4-(3-((2-((3S,4R)-3-fluoro-4-methoxypiperidin-1-yl)pyrimidin-4-yl)amino)-8-(3-((methylsulfonyl)methyl)azetidin-1-yl)isoquinolin-5-yl)tetrahydrofuran-3-yl)but-2-ynamide